C(CCCCCCC)(=O)OCC(CCCCC)CCC 2-propyl-heptyl caprylate